2-(2,4-dimethyl-5-(2-(((S)-phenyl((S)-5,6,7,8-tetrahydropyrido[3,2-c]pyridazin-7-yl)methyl)amino)ethyl)phenyl)acetic acid CC1=C(C=C(C(=C1)C)CCN[C@@H]([C@H]1CC=2N=NC=CC2NC1)C1=CC=CC=C1)CC(=O)O